C(C#C)(=O)O Propynoic Acid